(2R,5S)-5-(4-chlorobenzyl)-4-(4-(4,5-dimethyloxazol-2-yl)cyclohexyl)-N-ethylmorpholine-2-carboxamide hydrochloride Cl.ClC1=CC=C(C[C@H]2CO[C@H](CN2C2CCC(CC2)C=2OC(=C(N2)C)C)C(=O)NCC)C=C1